3-[(S)-(3-Fluoro-azetidin-3-yl)-hydroxy-(4-isopropyl-phenyl)-methyl]-benzonitrile FC1(CNC1)[C@@](C=1C=C(C#N)C=CC1)(C1=CC=C(C=C1)C(C)C)O